FC[C@H](CN(CC[C@@H](C(=O)O)NC(=O)C1(CC1)C=1C(=NC=C(C1)F)C)CCCCC1=NC=2NCCCC2C=C1)OC (S)-4-(((S)-3-fluoro-2-methoxypropyl)(4-(5,6,7,8-tetrahydro-1,8-naphthyridin-2-yl)butyl)amino)-2-(1-(5-fluoro-2-methylpyridin-3-yl)cyclopropane-1-carboxamido)butanoic acid